5-{4-[(3,4-difluorophenyl)ethynyl]-3-fluorophenyl}-2-pentylthieno[3,2-b]thiophene FC=1C=C(C=CC1F)C#CC1=C(C=C(C=C1)C1=CC=2SC(=CC2S1)CCCCC)F